The molecule is a cyclosporin A derivative that is cyclosporin A in which residues 4 and 9 (both N-methylleucine) have undergone oxidation so as to introduce a hydroxy group at position 4 (the carbon bearing the two methyl groups) in each case. It has a role as a drug metabolite. It is a cyclosporin A derivative and a tertiary alcohol. It derives from a cyclosporin A metabolite M1. CC[C@H]1C(=O)N(CC(=O)N([C@H](C(=O)N[C@H](C(=O)N([C@H](C(=O)N[C@H](C(=O)N[C@@H](C(=O)N([C@H](C(=O)N([C@H](C(=O)N([C@H](C(=O)N([C@H](C(=O)N1)[C@@H]([C@H](C)C/C=C/C)O)C)C(C)C)C)CC(C)C)C)CC(C)(C)O)C)C)C)CC(C)C)C)C(C)C)CC(C)(C)O)C)C